bromomethyl-cyclohexane BrCC1CCCCC1